The molecule is an indolizidine alkaloid that is galanthan substituted by analpha-hydroxy group at position 1 and a methylenedioxy group across position 9 and 10. An alkaloid commonly found in the members of the family amaryllidaceae. It has a role as a plant metabolite. It is an indolizidine alkaloid, an organic heteropentacyclic compound and a secondary alcohol. It derives from a hydride of a galanthan. C1CN2CC3=CC4=C(C=C3[C@H]5[C@H]2C1=CC[C@H]5O)OCO4